C1(CC1)COCC1=CC=C(C=C1)NC(C1=CC(=CC=C1)B1OC(C(O1)(C)C)(C)C)=O N-(4-((Cyclopropylmethoxy)methyl)phenyl)-3-(4,4,5,5-tetramethyl-1,3,2-dioxaborolan-2-yl)benzamide